4-[(dimethylamino)methyl]benzene CN(C)CC1=CC=CC=C1